2-((R)-3-((6-(2-(ethoxymethoxy)-4,6-dimethylphenyl)-1,2,4-triazin-3-yl)amino)piperidin-1-yl)-N-((1s,3S)-3-hydroxy-3-methylcyclobutyl)acetamide C(C)OCOC1=C(C(=CC(=C1)C)C)C1=CN=C(N=N1)N[C@H]1CN(CCC1)CC(=O)NC1CC(C1)(C)O